benzyloxy-4-bromo-5-ethyl-2-fluorobenzene C(C1=CC=CC=C1)OC1=C(C=C(C(=C1)CC)Br)F